2-chloro-3,4-difluoroaniline ClC1=C(N)C=CC(=C1F)F